1-(4-((4-((2-fluoro-4-((1-(5-fluoro-6-methoxypyridin-3-yl)-1H-pyrazol-5-yl)oxy)phenyl)amino)-7-methoxyquinazolin-6-yl)amino)piperidin-1-yl)prop-2-en-1-one FC1=C(C=CC(=C1)OC1=CC=NN1C=1C=NC(=C(C1)F)OC)NC1=NC=NC2=CC(=C(C=C12)NC1CCN(CC1)C(C=C)=O)OC